FC1=CC=C(C=C1)C1=NN(C=C1C=1C=2N(N=CC1)C(=CN2)N)C 8-[3-(4-fluorophenyl)-1-methylpyrazol-4-yl]imidazo[1,2-b]pyridazin-3-amine